(1R,3S,5R)-2-tert-Butyl 3-Ethyl 5-((2,2-Difluoropent-4-enamido)methyl)-2-azabicyclo[3.1.0]hexane-2,3-dicarboxylate FC(C(=O)NC[C@]12C[C@H](N([C@@H]2C1)C(=O)OC(C)(C)C)C(=O)OCC)(CC=C)F